C(C=1C(O)=CC=CC1)(=O)[O-].C(C=1C(O)=CC=CC1)(=O)[O-].C(C=1C(O)=CC=CC1)(=O)[O-].[Mg+2].OCC[N+](C)(C)C Cholin Magnesium trisalicylate